tert-butyl (2R,3S)-2-cyclopropyl-3-((methylsulfonyl)oxy)pyrrolidine-1-carboxylate C1(CC1)[C@H]1N(CC[C@@H]1OS(=O)(=O)C)C(=O)OC(C)(C)C